5-(aminomethyl)-5-(2-methylcyclobutyl)imidazolidine-2,4-dione hydrochloride Cl.NCC1(C(NC(N1)=O)=O)C1C(CC1)C